C1=CC(=CC=C1C(=O)N=C=O)C(=O)N=C=O terephthalyl isocyanate